[N+](=[N-])=NC(C(=O)C=[N+]=[N-])=O bisdiazopyruvamide